(3R)-N-(cyclobutylmethyl)-1-(6-(1-(4-(5-ethoxypyridin-3-yl)-1H-1,2,3-triazol-1-yl)ethyl)pyridazin-3-yl)piperidin-3-amine C1(CCC1)CN[C@H]1CN(CCC1)C=1N=NC(=CC1)C(C)N1N=NC(=C1)C=1C=NC=C(C1)OCC